3-aminopropylamine hydrochloride Cl.NCCCN